C(C)OC([C@H](CC1=CC=CC=C1)NP(=O)(N[C@H](C(OCC)=O)CC1=CC=CC=C1)CC(C(=O)OC)CCC(=O)OC)=O Dimethyl 2-((bis(((S)-1-ethoxy-1-oxo-3-phenylpropan-2-yl)amino)phosphoryl)methyl)pentanedioate